O1C(=NN=C1)C=1C=C(C=CC1)N1C(N(C2=C1C=CC=C2)CC2CCC(CC2)NC(C2=C(N=CC(=C2)Cl)C)=O)=O N-((1r,4r)-4-((3-(3-(1,3,4-oxadiazol-2-yl)phenyl)-2-oxo-2,3-dihydro-1H-benzo[d]imidazol-1-yl)methyl)cyclohexyl)-5-chloro-2-methylnicotinamide